C(CCCCCCCCCCCC)C1=CC=C(C(=O)O)C=C1 p-tridecyl-benzoic acid